C(C)C(CC(COC)(COC)C1=CC=CC=C1)CC 2-(2-ethylbutyl)-2-phenyl-1,3-dimethoxypropane